ClC=1C=C(C=CC1)C(CCCCCOB([O-])[O-])(C1=CC(=CC=C1)Cl)C1=CC(=CC=C1)Cl.C1(=CC=CC=C1)CCC[N+](C)(C)CCCCCCCCCCCCCCCC.C1(=CC=CC=C1)CCC[N+](C)(C)CCCCCCCCCCCCCCCC N-(3-phenylpropyl)-N,N-dimethylhexadecylammonium tri(3-chlorophenyl)hexylborate